2-[2-(Boc-amino)ethoxy]benzamide C(=O)(OC(C)(C)C)NCCOC1=C(C(=O)N)C=CC=C1